5'-chloro-N-(2-hydroxyethyl)-N-methyl-7'-oxo-7',8'-dihydro-6'H-spiro[cyclohexane-1,9'-furo[2,3-f]quinazoline]-2'-carboxamide ClC=1C=C2C(=C3C4(NC(NC13)=O)CCCCC4)OC(=C2)C(=O)N(C)CCO